(2-methyl-4-(3-(1-trityl-1H-pyrazol-4-yl)phenyl)quinolin-6-yl)(morpholino)methanone CC1=NC2=CC=C(C=C2C(=C1)C1=CC(=CC=C1)C=1C=NN(C1)C(C1=CC=CC=C1)(C1=CC=CC=C1)C1=CC=CC=C1)C(=O)N1CCOCC1